phenylpropanolate C1(=CC=CC=C1)C(CC)[O-]